N-[2,5-difluoro-4-(trifluoromethyl)phenyl]-5-[6-(trifluoromethyl)-2-pyridyl]-1H-pyrrole-3-sulfonamide FC1=C(C=C(C(=C1)C(F)(F)F)F)NS(=O)(=O)C1=CNC(=C1)C1=NC(=CC=C1)C(F)(F)F